O1C=NC2=C1C(=CC=C2)C=2C=C(C=1N(N2)C(=NC1C(C)C)C)NCC1=NN(C=N1)C (1,3-benzoxazol-7-yl)-5-isopropyl-7-methyl-N-[(1-methyl-1,2,4-triazol-3-yl)methyl]imidazo[1,5-b]pyridazin-4-amine